N-(3-(2-(difluoromethoxy)-5-(3-(3-hydroxyazetidin-3-yl)phenoxy)phenyl)-1-methyl-1H-pyrazol-4-yl)pyrazolo[1,5-a]pyrimidine-3-carboxamide FC(OC1=C(C=C(C=C1)OC1=CC(=CC=C1)C1(CNC1)O)C1=NN(C=C1NC(=O)C=1C=NN2C1N=CC=C2)C)F